ClC1=C(C(=CC=C1)Cl)N1CC(C1)C1=CC=C(CN2CC(C2)C(=O)O)C=C1 (4-(1-(2,6-dichlorophenyl)azetidin-3-yl)benzyl)azetidine-3-carboxylic acid